4-(3-amino-5-ethynyl-2-methylpyridin-4-yl)-2-chloro-5-fluoro-N-(2-(trifluoromethyl)pyridin-4-yl)benzamide NC=1C(=NC=C(C1C1=CC(=C(C(=O)NC2=CC(=NC=C2)C(F)(F)F)C=C1F)Cl)C#C)C